tert-butyl ((1r,3r)-3-(4-(1-(4-((2-(5-methyl-1,2,4-oxadiazol-3-yl)pyrimidin-5-yl)oxy)phenyl)ethyl)phenoxy)cyclobutyl)carbamate CC1=NC(=NO1)C1=NC=C(C=N1)OC1=CC=C(C=C1)[C@H](C)C1=CC=C(OC2CC(C2)NC(OC(C)(C)C)=O)C=C1